BrC=1C=C(C=C(C1O)Br)C(=O)C1=C(OC2=C1C(=C(C(=C2[2H])[2H])[2H])[2H])CC (3,5-dibromo-4-hydroxyphenyl)(2-ethylbenzofuran-3-yl-4,5,6,7-d)methanone